4-(4-benzylpiperazin-1-yl)-3-aminoquinoline C(C1=CC=CC=C1)N1CCN(CC1)C1=C(C=NC2=CC=CC=C12)N